C(=O)C=1C=C(C2=C(N=C(O2)C=2C(=C(C=CC2)C2=C(C(=CC=C2)NC=2C3=C(N=C(N2)C)C=C(C=N3)CN3C[C@](CC3)(C)O)C)C)C1)C#N (R)-5-formyl-2-(3'-(7-((3-hydroxy-3-methylpyrrolidin-1-yl)methyl)-2-methylpyrido[3,2-d]pyrimidin-4-ylamino)-2,2'-dimethylbiphenyl-3-yl)benzo[d]oxazole-7-carbonitrile